tert-butyl (R)-3-(7-bromo-3H-imidazo[4,5-c]quinolin-2-yl)pyrrolidine-1-carboxylate BrC=1C=CC=2C3=C(C=NC2C1)NC(=N3)[C@H]3CN(CC3)C(=O)OC(C)(C)C